2-(thiazol-2-yl)ethanone S1C(=NC=C1)CC=O